BrC=1C=C(OCCOCCOCCNC(OCC2=CC=CC=C2)=O)C=C(C1)Cl benzyl (2-(2-(2-(3-bromo-5-chlorophenoxy)ethoxy)ethoxy)ethyl)carbamate